OC[C@H](C(=O)OC)C methyl (R)-3-hydroxy-2-methylpropionate